1-(6-amino-2-methylquinolin-5-yl)-2,5-dihydro-phosphole 1-oxide NC=1C(=C2C=CC(=NC2=CC1)C)P1(CC=CC1)=O